N1(C=NC=C1)C1C(=C(C(CC1)(C)C)/C=C/C(=C/C=C/C(=C\C(=O)NC1=CC=CC=C1)/C)/C)C (2Z,4E,6E,8E)-9-(3-(1H-imidazol-1-yl)-2,6,6-trimethylcyclohex-1-en-1-yl)-3,7-dimethyl-N-phenylnona-2,4,6,8-tetraenamide